2-(2-aminophenyl)-5-methyl-indole NC1=C(C=CC=C1)C=1NC2=CC=C(C=C2C1)C